2,2'-methylenebis[4,6-di(t-butyl) phenyl] phosphate P1(=O)(OC2=C(C=C(C=C2C(C)(C)C)C(C)(C)C)CC2=C(C(=CC(=C2)C(C)(C)C)C(C)(C)C)O1)[O-]